N-(4-{[(1S)-5-[2-(2-aminopyridin-3-yl)-5-phenylimidazo[4,5-b]pyridin-3-yl]-2,3-dihydro-1H-inden-1-yl]carbamoyl}-2-formylphenyl)morpholine-4-carboxamide NC1=NC=CC=C1C1=NC=2C(=NC(=CC2)C2=CC=CC=C2)N1C=1C=C2CC[C@@H](C2=CC1)NC(=O)C1=CC(=C(C=C1)NC(=O)N1CCOCC1)C=O